cerium-manganese carbon [C].[Mn].[Ce]